(3S,4r,5R)-1-(3,4-dichlorophenethyl)piperidine-3,4,5-triol ClC=1C=C(CCN2C[C@@H](C([C@@H](C2)O)O)O)C=CC1Cl